C12COCC(CC1)N2C=2SC(=C(N2)C=2C(=C(C=CC2)NC(C)=O)F)C2=NC(=NC=C2)SC N-(3-(2-(3-oxa-8-azabicyclo[3.2.1]oct-8-yl)-5-(2-(methylthio)pyrimidin-4-yl)thiazol-4-yl)-2-fluorophenyl)acetamide